1-(5-(5-cyano-3H-spiro[isobenzofuran-1,4'-piperidin]-1'-ylcarbonyl)-2-methylphenyl)-3-((tetrahydro-furan-3-yl)methyl)urea C(#N)C=1C=C2COC3(CCN(CC3)C(=O)C=3C=CC(=C(C3)NC(=O)NCC3COCC3)C)C2=CC1